ethyl isoleucinate N[C@@H]([C@@H](C)CC)C(=O)OCC